OCCNCCCCCCCC(=O)OC(CCCCCCCC)CCCCCCCCC octadecane-9-yl 8-[(2-hydroxyethyl)amino]octanoate